2-chloro-4-[(2Z)-2-(hydroxyimino)-2,3-dihydro-1H-inden-5-yl]phenol ClC1=C(C=CC(=C1)C=1C=C2C\C(\CC2=CC1)=N/O)O